S=C1NC(C=2NC=NC2N1CC1=C(C=CC=C1)[C@@H]1N(CC[C@@H](C1)C(F)(F)F)S(=O)(=O)C1=CC=C(C)C=C1)=O 2-Thioxo-3-(2-((2R,4S)-1-tosyl-4-(trifluoromethyl)piperidin-2-yl)benzyl)-1,2,3,7-tetrahydro-6H-purin-6-one